(3S,4R)-3,4-bis(4-cyanobutoxy)pyrrolidine-1-carboxylic acid tert-butyl ester C(C)(C)(C)OC(=O)N1C[C@@H]([C@@H](C1)OCCCCC#N)OCCCCC#N